2-bromo-N-(2-methylphenyl)butyramide BrC(C(=O)NC1=C(C=CC=C1)C)CC